2,5-diazabicyclo[4.2.0]octane-2-carboxylic acid tert-butyl ester C(C)(C)(C)OC(=O)N1C2CCC2NCC1